7-(4-(2,6-dioxopiperidin-3-yl)phenyl)-7-azaspiro[3.5]nonane-2-carbaldehyde O=C1NC(CCC1C1=CC=C(C=C1)N1CCC2(CC(C2)C=O)CC1)=O